3-(DANSYLAMINO)PHENYLBORONIC ACID S(=O)(=O)(C1=CC=CC=2C(N(C)C)=CC=CC12)NC=1C=C(C=CC1)B(O)O